4-(4-(2-(3-methylbenzylidene)hydrazinyl)-7-phenylthieno[3,2-d]pyrimidin-2-yl)morpholine CC=1C=C(C=NNC=2C3=C(N=C(N2)N2CCOCC2)C(=CS3)C3=CC=CC=C3)C=CC1